tert-butyl 2,4-dioxopyridine-1-carboxylate O=C1N(C=CC(C1)=O)C(=O)OC(C)(C)C